1-(t-Butoxycarbonyl)-4-(3-(cyclopropylmethoxy)-4-(difluoromethoxy)phenyl)pyrrolidine-2-carboxylic acid C(C)(C)(C)OC(=O)N1C(CC(C1)C1=CC(=C(C=C1)OC(F)F)OCC1CC1)C(=O)O